BrC[C@H](C#C)C (3S)-4-bromo-3-methylbut-1-yne